1-bromo-2,3-dimethyl-butene BrC=C(C(C)C)C